3-acryloyloxyethyl-dimethyl-propane ammonium [NH4+].C(C=C)(=O)OCCCCC(C)C